2-(1-((4-bromo-5-methyl-1H-pyrazol-1-yl)methyl)-3,3-dimethylcyclohexyloxy)ethanol BrC=1C=NN(C1C)CC1(CC(CCC1)(C)C)OCCO